Methyl 5-bromo-3-fluoro-6-(((hydroxylamino)methylene)amino)pyridine-2-carboxylate BrC=1C=C(C(=NC1N=CNO)C(=O)OC)F